C(C=C)(=O)N1CC(CC1)C=1C=C(C=C2C=NC=NC12)C1=CC=C(C(=O)NC2=NC=CC(=C2)C2CC2)C=C1 4-(8-(1-acryloylpyrrolidin-3-yl)quinazolin-6-yl)-N-(4-cyclopropylpyridin-2-yl)benzamide